COC=1C=C2C(=NC(=NC2=CC1)C)SCC=O 2-(6-methoxy-2-methyl-quinazolin-4-yl)sulfanyl-ethanone